2-amino-3-fluoro-N-(isoquinolin-4-yl)-5-(trifluoromethyl)benzamide NC1=C(C(=O)NC2=CN=CC3=CC=CC=C23)C=C(C=C1F)C(F)(F)F